FC1=CC=C(C=C1)CNC(=O)C(CNC(=O)C=1C=C(C=NC1OC)C1=CC=C2C(=NNC2=C1)C(=O)NC)(C)C 6-{5-[(2-{[(4-fluorophenyl)-methyl]carbamoyl}-2,2-dimethylethyl)carbamoyl]-6-methoxypyridin-3-yl}-N-methyl-1H-indazole-3-carboxamide